C1(CC1)C1=CC=C(O[C@H]2[C@@H](CN(CC2)C2=CC(N(C=3C=CC(=NC23)C#N)C)=O)C)C=C1 8-((3R,4R)-4-(4-Cyclopropylphenoxy)-3-methylpiperidin-1-yl)-5-methyl-6-oxo-5,6-dihydro-1,5-naphthyridin-2-carbonitril